4-((((R)-1-(((S)-1-((4-Carbamimidoylbenzyl)amino)-1-oxopropan-2-yl)amino)-1-oxo-4-phenylbutan-2-yl)amino)methyl)benzamide Di-trifluoroacetate salt FC(C(=O)O)(F)F.FC(C(=O)O)(F)F.C(N)(=N)C1=CC=C(CNC([C@H](C)NC([C@@H](CCC2=CC=CC=C2)NCC2=CC=C(C(=O)N)C=C2)=O)=O)C=C1